FCC(=O)C1=NC(=CC=C1[N+](=O)[O-])OC 2-fluoro-1-(6-methoxy-3-nitropyridin-2-yl)ethanone